CC1=C(C=CC(=C1)C)N1CCNCC1 1-(2,4-dimethylphenyl)piperazine